ClC=1C=C(C(=O)NC=2C(=NC(=CC2)OC)C)C(=CN1)NC1=C(C=C(C=C1)F)C(C)C 2-chloro-5-((4-fluoro-2-isopropyl-phenyl)amino)-N-(6-methoxy-2-methyl-pyridin-3-yl)isonicotinamide